[Na+].S(OCCCCCCCCCC)([O-])(=O)=O sulfuric acid, monodecyl ester, sodium salt